2-Amino-7-fluoro-4-(5-fluoro-3-(1-methyl-1,6-diazaspiro[3.3]heptan-6-yl)-7,9-dihydrofuro[3,4-f]quinazolin-6-yl)thieno[3,2-c]pyridine-3-carbonitrile NC1=C(C=2C(=NC=C(C2S1)F)C=1C2=C(C=3C=NC(=NC3C1F)N1CC3(CCN3C)C1)COC2)C#N